OCCS(=O)(=O)CC1(CC1)CCCC(C(=O)NNC)(C)C=1C=C(C=CC1)CCC(=O)OCC ethyl 3-(3-(5-(1-(((2-hydroxyethyl)sulfonyl)methyl)cyclopropyl)-2-methyl-1-(2-methylhydrazineyl)-1-oxopentan-2-yl)phenyl)propanoate